C(C)(C)(C)OC(=O)NC1=NN2C(CN(CCC2)C(=O)OC(C)(C)C)=C1 tert-butyl 2-((tert-butoxycarbonyl)amino)-7,8-dihydro-4H-pyrazolo[1,5-a][1,4]diazepine-5(6H)-carboxylate